1-hydroxymethyl-cyclohex-3-enecarboxaldehyde OCC1(CC=CCC1)C=O